[11CH3]NC1=CC=C(C=N1)/C=C/C=C/C=1SC2=C(N1)C=C(C(=C2)O)O 2-((1E,3E)-4-(6-([11C]methylamino)pyridine-3-yl)buta-1,3-dienyl)benz[d]thiazole-5,6-diol